ClC1=CC=C(C=C1)[C@@H]1OC=CC1 (R)-2-(4-chlorophenyl)-2,3-dihydrofuran